C(C)(C)(C)N1N=NN=C1C(N1C[C@@H](N(C[C@H]1C)C(=O)OC(C)(C)C)C)C1=CC=C(C=C1)F tert-butyl (2S,5R)-4-((1-(tert-butyl)-1H-tetrazol-5-yl)(4-fluorophenyl)methyl)-2,5-dimethylpiperazine-1-carboxylate